benzen-1,2-diamin C=1(C(=CC=CC1)N)N